BrC1=CC(=C(C=C1C(C)(C)C)NCC1=CC=C(O1)C(=O)NC1CN(C1)C(=O)OC(C)(C)C)O tert-Butyl 3-(5-(((4-bromo-5-(tert-butyl)-2-hydroxyphenyl)amino)methyl)furan-2-carboxamido)azetidine-1-carboxylate